ClC=1C(=NC(=NC1)N[C@H]1[C@@H](COCC1)O)C1=CC=2C3=C(C=NC2C=C1)N(N=C3C)C3OCCCC3 (3s,4r)-4-((5-chloro-4-(1-methyl-3-(tetrahydro-2H-pyran-2-yl)-3H-pyrazolo[3,4-c]quinolin-8-yl)pyrimidin-2-yl)amino)tetrahydro-2H-pyran-3-ol